The molecule is an organonitrogen heterocyclic compound that is ajmaline which is lacking the methyl substituent attached to the nitrogen of the dihydroindole moiety. It is a tertiary amino compound, a secondary amino compound, a secondary alcohol, an indole alkaloid, a bridged compound, an organonitrogen heterocyclic compound and a hemiaminal. It derives from an ajmaline. It is a conjugate base of a norajmaline(1+). CC[C@H]1[C@@H]2C[C@H]3[C@H]4[C@@]5(C[C@@H]([C@H]2[C@H]5O)N3[C@@H]1O)C6=CC=CC=C6N4